C(C1=CC=CC=C1)(=O)N1C(CCC=C1C=CC1=CC=C(C=C1)O)C1=CC=CC=C1 1-benzoyl-6-(4-hydroxystyryl)-2-phenyl-2,3-dihydropyridine